C(C)(=O)N[C@@H](C(=O)NC1CCC(CC1)NC1=CC(=NC2=CC=C(C=C12)Cl)C(F)(F)F)CC1=CNC2=CC=CC=C12 (2R)-2-acetamido-3-(1H-indol-3-yl)-N-[(1s,4s)-4-{[6-chloro-2-(trifluoromethyl)quinolin-4-yl]amino}cyclohexyl]propanamide